carbonyl-acetonitrile ruthenium dichloride [Ru](Cl)Cl.C(=O)=CC#N